NC1=C(C=C(C=N1)NC(C(N1[C@H](CC[C@@H](C1)C)C=1C=CC2=C(N=C(S2)C2CC(C2)N(C)C)C1)=O)=O)CC N-(6-amino-5-ethyl-3-pyridyl)-2-oxo-2-[(2R,5S)-2-[2-[3-(dimethylamino)cyclobutyl]-1,3-benzothiazol-5-yl]-5-methyl-1-piperidyl]acetamide